[N+](=O)([O-])C1=C(N(N=C1)COCC[Si](C)(C)C)C(C)=O 1-[4-Nitro-2-(2-trimethylsilanyl-ethoxymethyl)-2H-pyrazol-3-yl]-ethanone